6-[5-chloro-2-(trifluoromethoxy)phenyl]-N-[(2,4-dimethoxyphenyl)methyl]-4-methylphthalazin-1-amine ClC=1C=CC(=C(C1)C=1C=C2C(=NN=C(C2=CC1)NCC1=C(C=C(C=C1)OC)OC)C)OC(F)(F)F